(3S,4R)-4-((5-fluoro-7-(5-(trifluoromethyl)pyridin-2-yl)pyrrolo[2,1-f][1,2,4]triazin-2-yl)amino)tetrahydro-2H-pyran-3-ol FC=1C=C(N2N=C(N=CC21)N[C@H]2[C@@H](COCC2)O)C2=NC=C(C=C2)C(F)(F)F